CN1C(NC=2C1=NC=CN2)=O 1-methyl-1H-imidazo[4,5-b]pyrazin-2(3H)-one